CS(=O)(=O)N1C[C@@H](CCC1)NC=1C=CC2=C(N=C(NC2=O)CSC2CCOCC2)N1 (R)-7-((1-(methylsulfonyl)piperidin-3-yl)amino)-2-(((tetrahydro-2H-pyran-4-yl)thio)methyl)pyrido[2,3-d]pyrimidin-4(3H)-one